4-Bromo-3,5-dimethyl-1-vinyl-1H-pyrazole BrC=1C(=NN(C1C)C=C)C